3-pyrimidin-5-yl-4-[(3S)-3-pyrrolidin-1-yl-1-piperidyl]-1H-pyrrolo[2,3-b]pyridine N1=CN=CC(=C1)C1=CNC2=NC=CC(=C21)N2C[C@H](CCC2)N2CCCC2